3-[(2S)-3-tert-Butoxy-2-[(3R)-1-tert-butoxycarbonylpyrrolidin-3-yl]-3-oxo-propyl]benzoic acid C(C)(C)(C)OC([C@@H](CC=1C=C(C(=O)O)C=CC1)[C@@H]1CN(CC1)C(=O)OC(C)(C)C)=O